2-(dibenzo[b,d]thiophen-4-yl)-5-(1H-pyrrolo[2,3-b]pyridin-4-yl)-1H-pyrrole-3-carboxamide C1=CC=C(C=2SC3=C(C21)C=CC=C3)C=3NC(=CC3C(=O)N)C3=C2C(=NC=C3)NC=C2